ClC=1C=C(N)C=C(C1OC=1N=NC(=C(C1)C(C)C)OC)Cl 3,5-dichloro-4-[(5-isopropyl-6-methoxy-pyridazin-3-yl)oxy]aniline